(S)-3-((1-(2,6-dimethylpyridin-3-yl)-5-methyl-4-nitro-1H-pyrazol-3-yl)oxy)-2-fluoropropan-1-ol CC1=NC(=CC=C1N1N=C(C(=C1C)[N+](=O)[O-])OC[C@H](CO)F)C